1-(3-chloro-2,6-difluoro-benzyl)-4-((3-fluoro-4-methyl-6-((5-methyl-1H-pyrazol-3-yl)-amino)pyridin-2-yl)methyl)piperidine-4-carboxylic acid ClC=1C(=C(CN2CCC(CC2)(C(=O)O)CC2=NC(=CC(=C2F)C)NC2=NNC(=C2)C)C(=CC1)F)F